6-bromo-7-chloro-3,4-dihydronaphthalen-1(2H)-one BrC=1C=C2CCCC(C2=CC1Cl)=O